IC1=NN(C2=NC(=CC=C21)N[C@H]2[C@@H](CN(CC2)C(=O)OC(C)(C)C)C)C tert-butyl (3R,4R)-4-((3-iodo-1-methyl-1H-pyrazolo[3,4-b]pyridin-6-yl)amino)-3-methylpiperidine-1-carboxylate